tert-butyl (3S,4S)-3-((5,7-dimethyl-4-(methylamino)pyrido[2,3-d]pyrimidin-2-yl)amino)-4-methoxypyrrolidine-1-carboxylate CC1=CC(=NC=2N=C(N=C(C21)NC)N[C@H]2CN(C[C@@H]2OC)C(=O)OC(C)(C)C)C